2-tert-butoxycarbonyl-5,7-dichloro-1,2,3,4-tetrahydroisoquinoline-6-carboxylic acid C(C)(C)(C)OC(=O)N1CC2=CC(=C(C(=C2CC1)Cl)C(=O)O)Cl